C1(CC1)CC(=O)NC1=C2C=CN(C2=CC=C1)C1=NC(=NC=C1)NC=1C=NN(C1)C 2-cyclopropyl-N-(1-(2-((1-methyl-1H-pyrazol-4-yl)amino)pyrimidin-4-yl)-1H-indol-4-yl)acetamide